6-(4-chloro-1-(4-(thiazol-2-yl)benzyl)-1H-indazole-7-carboxamido)spiro[3.3]heptane ClC1=C2C=NN(C2=C(C=C1)C(=O)NC1CC2(CCC2)C1)CC1=CC=C(C=C1)C=1SC=CN1